N1=C(C(=CC=C1)CC(=O)O)C picoline-acetic acid